C1(=CC=CC=C1)[C@H]1CCC2=NC=3C(=NC(=CC3)C3=CCC(CC3)CC(=O)OC)N21 methyl 2-(4-((R)-8-phenyl-7,8-dihydro-6H-pyrrolo[2',1':2,3]imidazo[4,5-b]pyridin-2-yl)cyclohex-3-en-1-yl)acetate